tert-butyl (6R,7S)-7-((3-(2,6-dioxopiperidin-3-yl)-1-methyl-1H-indazol-7-yl)amino)-6-methyl-2-azaspiro[3.5]nonane-2-carboxylate O=C1NC(CCC1C1=NN(C2=C(C=CC=C12)N[C@@H]1[C@@H](CC2(CN(C2)C(=O)OC(C)(C)C)CC1)C)C)=O